COCCOCCC(=O)N 3-(2-methoxyethoxy)Propionamide